BrC1=NN(C(=C1)C(=O)NC1=C(C=C(C=C1C(=O)NC)C#N)C)C1=NC=CC=C1Cl 3-bromo-1-(3-chloro-2-pyridinyl)-N-[4-cyano-2-methyl-6-[(methylamino)-carbonyl]phenyl]-1H-pyrazole-5-carboxamide